(dibenzoselenophenyl)biphenyl C1(=CC=CC=2[Se]C3=C(C21)C=CC=C3)C3=C(C=CC=C3)C3=CC=CC=C3